O=C1C2(CCN(C2)C(=O)OC(C)(C)C)CCCC(N1)=O tert-Butyl 6,8-dioxo-2,7-diazaspiro[4.6]undecane-2-carboxylate